C(#N)C=1C=C(C=CC1)S(=O)(=O)NC1=CC=C(C=C1)NC1=CC(OC2=C1C=C(C=C2)[N+](=O)[O-])=O 3-cyano-N-(4-((6-nitro-2-oxo-2H-benzopyran-4-yl)amino)phenyl)benzenesulfonamide